[Si](C)(C)(C(C)(C)C)OC[C@](CCCC)(C)NC1=C(C(=NC2=CC(=CC=C12)F)NCC1=C(C=C(C=C1)OC)OC)C(=O)OCC ethyl (R)-4-((1-((tert-butyldimethylsilyl) oxy)-2-methylhexan-2-yl) amino)-2-((2,4-dimethoxybenzyl) amino)-7-fluoroquinoline-3-carboxylate